OC[C@H](C1=CC=CC=C1)NC1=NC(=NC=C1C1=NC(=NO1)C)NC1=CC=C(C(=O)N(C)C)C=C1 4-[[4-[[(1S)-2-hydroxy-1-phenyl-ethyl]amino]-5-(3-methyl-1,2,4-oxadiazol-5-yl)pyrimidin-2-yl]amino]-N,N-dimethyl-benzamide